CC1=C(C=CC=C1)CC(=O)O 2-methylphenylacetic acid